p-Chloromethylphenyltrimethoxysilane ClCC1=CC=C(C=C1)[Si](OC)(OC)OC